COC(C1=C(N=C(C=C1)C1=C2C(C(N(C2=CC=C1)C1=NC=NC=C1)=O)(C)C)C(F)(F)F)=O (3,3-dimethyl-2-oxo-1-(pyrimidin-4-yl)indolin-4-yl)-2-(trifluoromethyl)nicotinic acid methyl ester